4-amino-6-oxopyrimidin NC=1N=CNC(C1)=O